5-fluoro-1-methyl-2,3-dihydro-1H-benzo[d]pyrrolo[1,2-a]imidazol FC1=CC=CC2=C1N=C1N2C(CC1)C